C(C)(C)(C)OC(=O)N[C@H](CSC1=C(N=CN1C)[N+](=O)[O-])C(=O)OC methyl N-(tert-butoxycarbonyl)-S-(1-methyl-4-nitro-1H-imidazol-5-yl)-D-cysteinate